norbornandiol C12(C(CC(CC1)C2)O)O